CC=1C=NC(=NC1)NC1CCC(CC1)OC1=C2C=C(N=CC2=CC(=N1)N1CCOCC1)CS(=O)(=O)N [5-[4-[(5-methylpyrimidin-2-yl)amino]cyclohexoxy]-7-morpholino-2,6-naphthyridin-3-yl]methanesulfonamide